tert-butyl N-cyclobutyl-N-[(3R)-1-{6-[5-fluoro-2-(methoxymethoxy)-4-(2-methoxypyridin-4-yl)phenyl]pyridazin-3-yl}pyrrolidin-3-yl]carbamate C1(CCC1)N(C(OC(C)(C)C)=O)[C@H]1CN(CC1)C=1N=NC(=CC1)C1=C(C=C(C(=C1)F)C1=CC(=NC=C1)OC)OCOC